3-(1H-indol-4-yl)-5-((2-nitrophenyl)amino)pyridin-2(1H)-one N1C=CC2=C(C=CC=C12)C=1C(NC=C(C1)NC1=C(C=CC=C1)[N+](=O)[O-])=O